3-((2-(2-fluoro-[1,1'-biphenyl]-4-yl) propanoyl) oxy)-2-hydroxypropyl (3S)-3-(aminomethyl)-5-methylhexanoate NC[C@H](CC(=O)OCC(COC(C(C)C1=CC(=C(C=C1)C1=CC=CC=C1)F)=O)O)CC(C)C